[Si](C)(C)(C(C)(C)C)OC[C@@H]1[C@@H](C1)CO (cis-2-(((tert-butyldimethylsilyl)oxy)methyl)cyclopropyl)methanol